(R)-(3-chloro-1-methyl-1H-1,2,4-triazol-5-yl)(4-(7-methylpyrazolo[1,5-a]pyridin-2-yl)-6,7-dihydro-1H-imidazo[4,5-c]pyridin-5(4H)-yl)methanone ClC1=NN(C(=N1)C(=O)N1[C@H](C2=C(CC1)NC=N2)C2=NN1C(C=CC=C1C)=C2)C